C(#C)C(=CC=C)CC=C 4-ethynyl-1,3,6-heptatrien